4-hexadecoxyaniline C(CCCCCCCCCCCCCCC)OC1=CC=C(N)C=C1